N,N,6-triphenyl-3-(1H-pyrazol-1-yl)-5-((9-(pyridin-2-yl)-9H-carbazol-2-yl)oxy)pyridin-2-amine C1(=CC=CC=C1)N(C1=NC(=C(C=C1N1N=CC=C1)OC1=CC=2N(C3=CC=CC=C3C2C=C1)C1=NC=CC=C1)C1=CC=CC=C1)C1=CC=CC=C1